[1,3-bis(2,4,6-trimethylphenyl)imidazol-2-ylidene][3-phenyl-1H-inden-1-ylidene]ruthenium dichloride CC1=C(C(=CC(=C1)C)C)N1C(N(C=C1)C1=C(C=C(C=C1C)C)C)=[Ru](=C1C=C(C2=CC=CC=C12)C1=CC=CC=C1)(Cl)Cl